4-(3,3-difluorocyclobutoxy)quinoline-2-carboxylic acid FC1(CC(C1)OC1=CC(=NC2=CC=CC=C12)C(=O)O)F